Bipyridinediamine N1=C(C(=C(C=C1)N)N)C1=NC=CC=C1